FC1(CC(C1)C1=NN(C(=C1C)NC(OCC(C)(C)F)=O)C1=CC=CC=C1)F 2-fluoro-2-methylpropyl (3-(3,3-difluorocyclobutyl)-4-methyl-1-phenyl-1H-pyrazol-5-yl)carbamate